5-Bromo-N-[4-[chloro(difluoro)methoxy]phenyl]-1-(1-methylpyrazol-4-yl)-6-oxo-pyridine-3-carboxamide BrC1=CC(=CN(C1=O)C=1C=NN(C1)C)C(=O)NC1=CC=C(C=C1)OC(F)(F)Cl